6-((4-(5-(4-chlorophenyl)-4-methyl-1H-imidazol-2-yl)phenoxy)methyl)-N-methylpyridin-2-amine ClC1=CC=C(C=C1)C1=C(N=C(N1)C1=CC=C(OCC2=CC=CC(=N2)NC)C=C1)C